FC(C=1N(C(C=2N(C(=NC2N1)C=1C=NN(C1)CC1=CC(=CC=C1)OC)C)=O)CC)F 2-Difluoromethyl-1-ethyl-8-[1-(3-methoxy-benzyl)-1H-pyrazol-4-yl]-7-methyl-1,7-dihydro-purin-6-one